ClC=1C=C2C(=C(C=NC2=CC1)C=1CCOCC1)NC1=C(C(=O)O)C=C(C=C1)F 2-[[6-chloro-3-(3,6-dihydro-2H-pyran-4-yl)-4-quinolyl]amino]-5-fluoro-benzoic acid